Methyl 4-bromo-1-(cyanomethyl)-1H-pyrrole-2-carboxylate BrC=1C=C(N(C1)CC#N)C(=O)OC